C(=O)(O)C(COCCC1=CC=C(C=C1)OCC)N1CCN(CCN(CCN(CC1)CC(=O)[O-])CC(=O)[O-])CC(=O)[O-].[Gd+3] Gadolinium 2,2',2''-(10-{1-carboxy-2-[2-(4-ethoxyphenyl)ethoxy]ethyl}-1,4,7,10-tetraazacyclododecane-1,4,7-triyl)triacetate